6-amino-N-(5-chloro-6-(5-fluoro-2-methylphenyl)pyridin-2-yl)pyridine-2-sulfonamide NC1=CC=CC(=N1)S(=O)(=O)NC1=NC(=C(C=C1)Cl)C1=C(C=CC(=C1)F)C